(R)-[8-[2-(trifluoromethyl)-4-pyridyl]chroman-4-yl]methanamine FC(C1=NC=CC(=C1)C=1C=CC=C2[C@@H](CCOC12)CN)(F)F